C12(CC3CC(CC(C1)C3)C2)C2=C(C=C(C=C2O)C(C)(C)C)O 2-(1-Adamantyl)-5-tert-butylbenzene-1,3-diol